2,2'-azobis(2,4,4-tri-methylpentane) N(=NC(C)(CC(C)(C)C)C)C(C)(CC(C)(C)C)C